C(C)OC(C(=NO)C1=C2N(C=N1)CCC2)=O 2-(6,7-dihydro-5H-pyrrolo[1,2-c]imidazol-1-yl)-2-hydroxyimino-acetic acid ethyl ester